5-[5-(trifluoromethyl)-4H-1,2,3-benzotriazol-1-yl]pyridin copper tryptophanate N[C@@H](CC1=CNC2=CC=CC=C12)C(=O)[O-].[Cu+2].FC(C=1CC=2C(N(NN2)C=2C=CC=NC2)=CC1)(F)F.N[C@@H](CC1=CNC2=CC=CC=C12)C(=O)[O-]